4-(5-cyclopropyl-2-methylpyridin-3-yl)-6-(6-(trifluoromethyl)pyridin-2-yl)-N-(2-(trifluoromethyl)pyridin-4-yl)-1,3,5-triazin-2-amine C1(CC1)C=1C=C(C(=NC1)C)C1=NC(=NC(=N1)C1=NC(=CC=C1)C(F)(F)F)NC1=CC(=NC=C1)C(F)(F)F